6-(2-hydroxy-2-methylpropoxy)-4-(6-(6-((6-methoxypyridin-3-yl)methyl)-3,6-diazabicyclo[3.1.1]heptan-3-yl)pyridin-3-yl)pyrazolo[1,5-a]pyridine-3-carboxamide OC(COC=1C=C(C=2N(C1)N=CC2C(=O)N)C=2C=NC(=CC2)N2CC1N(C(C2)C1)CC=1C=NC(=CC1)OC)(C)C